3-phenyl-2-(3-{[(2S)-piperidin-2-yl]methoxy}pyridin-4-yl)-1H-pyrrolo[3,2-b]pyridine C1(=CC=CC=C1)C1=C(NC=2C1=NC=CC2)C2=C(C=NC=C2)OC[C@H]2NCCCC2